N,N-dimethyl-N-(3-sulfo)propyl-benzyl-ammonium bisulfate S([O-])(O)(=O)=O.C[N+](CCCS(=O)(=O)O)(C)CC1=CC=CC=C1